C(#N)C=1N=CC(=NC1)C(C)NC(CC=1C(NC2=CC(=C(C=C2C1)F)F)=O)=O N-(1-(5-cyanopyrazin-2-yl)ethyl)-2-(6,7-difluoro-2-oxo-1,2-dihydroquinolin-3-yl)acetamide